1-(3-chloro-5'-fluoro-2'-hydroxy-5-methyl-3'-(2-(piperazin-1-yl)pyridin-4-yl)-[1,1'-biphenyl]-4-yl)-3-methylimidazolidin-2-one ClC=1C=C(C=C(C1N1C(N(CC1)C)=O)C)C1=C(C(=CC(=C1)F)C1=CC(=NC=C1)N1CCNCC1)O